O=C1N(CCC(N1)=O)C1=NOC2=C1C=C(C=C2)CC2C[C@H]1CC[C@@H](C2)N1C(=O)OC(C)(C)C tert-butyl (1R,5S)-3-((3-(2,4-dioxotetrahydropyrimidin-1(2H)-yl) benzo[d]isoxazol-5-yl) methyl)-8-azabicyclo[3.2.1]octane-8-carboxylate